N1CC[C@@H](CCC1)CNC1=NN(C(=C1)C1=CC(=C(C#N)C=C1)F)C1=CC=C(C=C1)N1CCCC1 (R)-4-(3-((azepan-4-ylmethyl)amino)-1-(4-(pyrrolidin-1-yl)phenyl)-1H-pyrazol-5-yl)-2-fluorobenzonitrile